(2R,6S)-2-ethylamino-6-hydroxy-6-methyl-2-(4-(trifluoromethyl)phenyl)cyclohexane-1-one hydrochloride Cl.C(C)N[C@@]1(C([C@@](CCC1)(C)O)=O)C1=CC=C(C=C1)C(F)(F)F